1-(3-(trifluoromethyl)phenyl)ethanol FC(C=1C=C(C=CC1)C(C)O)(F)F